ClC=1C=C(C=CC1)[C@@H](CO)NC(=O)NC=1C=NN(C1)C1=NC(=NC=C1)N[C@@H](CO)CC(C)C 1-((S)-1-(3-chlorophenyl)-2-hydroxyethyl)-3-(1-(2-(((R)-1-hydroxy-4-methylpentan-2-yl)amino)pyrimidin-4-yl)-1H-pyrazol-4-yl)urea